[N-](S(=O)(=O)C(F)(F)F)S(=O)(=O)C(F)(F)F.C(C=C)C=1NC=CN1 allyl-imidazole bistrifluoromethanesulfonimide salt